C(C)C(CC(C(=O)O)=CC1=CC=C(C=C1)OC)CCCC 2-ethylhexyl-para-methoxycinnamic acid